CC(C)NNCC1=CC=2C(=CN=C(C2C2=CC=C(C#N)C=C2)C2=CC=C(C=C2)C)N1C 4-(2-(((2-Propylamino)amino)methyl)-1-methyl-5-(4-methylphenyl)-1H-pyrrolo[2,3-c]pyridin-4-yl)benzonitrile